3-[(2,6-Dichloro-4-pyridinyl)-difluoro-methyl]azetidine-1-carboxylic acid tert-butyl ester C(C)(C)(C)OC(=O)N1CC(C1)C(F)(F)C1=CC(=NC(=C1)Cl)Cl